C(C)(C)(C)OC(NC1=C2C(N(C=NC2=CC=C1)CCC1=C(C=CC=C1)OC)=O)=O N-{3-[2-(2-methoxyphenyl)ethyl]-4-oxo-3,4-dihydro-quinazolin-5-yl}carbamic acid tert-butyl ester